C(C)(=O)N1C[C@@H](OCC1)CN1C(=NC2=C1C=CC(=C2)C)C2=C(C=C(C=C2)N2C(CCC2)=O)Cl (S)-1-(4-(1-((4-acetylmorpholin-2-yl)methyl)-5-methyl-1H-benzo[d]imidazol-2-yl)-3-chlorophenyl)pyrrolidin-2-one